C[Si](C#CC=O)(C)C 3-trimethylsilyl-propynal